(R)-N-(2-sulfamoylpyridin-4-yl)-5-(trifluoromethyl)-2-(7-(trifluoromethyl)-1,4-oxazepan-4-yl)nicotinamide Bis(β-hydroxyethyl)terephthalat OCCOC(C1=CC=C(C(=O)OCCO)C=C1)=O.S(N)(=O)(=O)C1=NC=CC(=C1)NC(C1=C(N=CC(=C1)C(F)(F)F)N1CCO[C@H](CC1)C(F)(F)F)=O